pentadecyl xanthate O(C(=S)[S-])CCCCCCCCCCCCCCC